(4R)-4-(4,4-diethyl-2-imino-6-oxo-hexahydropyrimidin-1-yl)-N-(3-hydroxy-5-methoxy-3-methyl-chroman-4-yl)chromane-6-carboxamide C(C)C1(NC(N(C(C1)=O)[C@@H]1CCOC2=CC=C(C=C12)C(=O)NC1C(COC2=CC=CC(=C12)OC)(C)O)=N)CC